(R)-2-((5-fluoro-2-hydroxyphenyl)(1H-indol-2-yl)methyl)-6-(4-(4-methylpiperazin-1-yl)phenyl)isoindolin-1-one FC=1C=CC(=C(C1)[C@@H](N1C(C2=CC(=CC=C2C1)C1=CC=C(C=C1)N1CCN(CC1)C)=O)C=1NC2=CC=CC=C2C1)O